sulfolanic acid S1(=O)(=O)C(CCC1)C(=O)O